C(C(=O)O)(=O)O.S1N=CC2=C1C=CC=C2 benzo[d]isothiazole oxalate